(R)-N-(1-(7-cyano-1H-indol-4-yl)piperidin-3-yl)-4-(trifluoromethyl)benzamide C(#N)C=1C=CC(=C2C=CNC12)N1C[C@@H](CCC1)NC(C1=CC=C(C=C1)C(F)(F)F)=O